C1(=CC(=CC=C1)CCCCCCCCCCCCCCCCCCCCCCCCC(=O)N)CCCCCCCCCCCCCCCCCCCCCCCCC(=O)N m-xylylenebislignoceric acid amide